(S)-quinuclidin-3-yl (7-(3-(tert-butyl)phenyl)-1-methyl-1,2,3,4-tetrahydroquinolin-4-yl)carbamate C(C)(C)(C)C=1C=C(C=CC1)C1=CC=C2C(CCN(C2=C1)C)NC(O[C@@H]1CN2CCC1CC2)=O